BrC1=C(N=C2N(C1=O)C=CC=C2)N[C@@H]2C[C@@H](CN(C2)C)C2=CC=C(OCCOCCOCCOC1=C3C(N(C(C3=CC=C1)=O)C1C(NC(CC1)=O)=O)=O)C=C2 4-[2-[2-[2-[4-[(3R,5R)-5-[(3-Bromo-4-oxo-pyrido[1,2-a]pyrimidin-2-yl)amino]-1-methyl-3-piperidyl]phenoxy]ethoxy]ethoxy]ethoxy]-2-(2,6-dioxo-3-piperidyl)isoindoline-1,3-dione